C(C)C1CCC(CC1)OCC1C(CCC2=CC=C(C(N12)=O)C)=O 4-({[(1s,4s)-4-ethylcyclohexyl]oxy}methyl)-7-methyl-2H-quinolizine-3,6(1H,4H)-dione